C(CCC=C)N 4-pentenylamine